C(C)(=O)N1CCC2=CC(=CC=C12)S(=O)(=O)N1C=C(C=C1)C(=O)NC1=CC=C(C=C1)C(F)(F)F 1-((1-acetylindolin-5-yl)sulfonyl)-N-(4-(trifluoromethyl)phenyl)-1H-pyrrole-3-carboxamide